6-(5-Fluoropyridin-2-yl)quinoline-4-carboxylic acid FC=1C=CC(=NC1)C=1C=C2C(=CC=NC2=CC1)C(=O)O